2,4-dichloro-6-hydroxymethylphenol ClC1=C(C(=CC(=C1)Cl)CO)O